ClC1=C(C=CC(=C1)F)C1N(CCCC1)C=1C=C(C(=NC1)C(=O)N[C@H](C)\C=C\S(=O)(=O)C)F 5-(2-(2-chloro-4-fluorophenyl)piperidin-1-yl)-3-fluoro-N-((R,E)-4-(methylsulfonyl)but-3-en-2-yl)picolinamide